2-(dichloromethylsilyl)ethylsuccinic anhydride ClC(Cl)[SiH2]CCC1C(=O)OC(C1)=O